2-((15-(trimethylsilyl)pentadecyl)oxy)ethyl hydrogen ((((R)-1-(6-amino-9H-purin-9-yl)propan-2-yl)oxy)methyl)phosphonate NC1=C2N=CN(C2=NC=N1)C[C@@H](C)OCP(OCCOCCCCCCCCCCCCCCC[Si](C)(C)C)(O)=O